CN(C=1C2=C(N=CN1)NC(=C2)C2=CC=C(C=C2)CCCCC(=O)OC)CC2=CC(=CC=C2)C Methyl 5-(4-(4-(methyl(3-methylbenzyl)amino)-7H-pyrrolo[2,3-d]pyrimidin-6-yl)phenyl)pentanoate